OC1=C(C(=C(C(O)=C1)O)O)O trihydroxycatechol